2-hydroxyethyl methyl sulfate ammonium [NH4+].S(=O)(=O)(OCCO)OC